(-)-tert-butyl 2,2-difluoro-7-(4-(methoxycarbonyl)phenyl)-8-azaspiro[4.5]dec-6-ene-8-carboxylate FC1(CC2(CC1)C=C(N(CC2)C(=O)OC(C)(C)C)C2=CC=C(C=C2)C(=O)OC)F